4-(1-(tert-butyl)-1H-pyrazol-4-yl)pyridin C(C)(C)(C)N1N=CC(=C1)C1=CC=NC=C1